N-((1R,2S)-2-Acrylamidocyclopentyl)-5-(2-methyl-4-(((S)-tetrahydrofuran-3-yl)oxy)phenyl)-4-oxo-4,5-dihydro-3H-1-thia-3,5,8-triazaacenaphthylene-2-carboxamide C(C=C)(=O)N[C@@H]1[C@@H](CCC1)NC(=O)C=1SC=2N=CC=C3N(C(NC1C23)=O)C2=C(C=C(C=C2)O[C@@H]2COCC2)C